2-(2,7-di-tert-butylanthracen-9-yl)-5-(4,4,5,5-tetramethyl-1,3,2-dioxaborolan-2-yl)-1H-pyrrole C(C)(C)(C)C1=CC2=C(C3=CC(=CC=C3C=C2C=C1)C(C)(C)C)C=1NC(=CC1)B1OC(C(O1)(C)C)(C)C